C(C)(C)(C)N(C(O)=O)C1=CC(=C(C=C1)C1CC(C1)(F)F)F.FC1(CC(C1)C1=C(C=C(N)C=C1)F)F 4-(3,3-difluorocyclobutyl)-3-fluoroaniline tert-Butyl-[4-(3,3-difluorocyclobutyl)-3-fluorophenyl]carbamate